NC1CCC(CC1)C1=NN=C(S1)C=1C(=CC(=NC1)N1C=CC=2C1=NC=C(C2)C#N)NC(C)C 1-(5-(5-((1r,4r)-4-aminocyclohexyl)-1,3,4-thiadiazol-2-yl)-4-(Isopropylamino)pyridin-2-yl)-1H-pyrrolo[2,3-b]pyridine-5-carbonitrile